ClC=1C=C(C=CC1)N[C@@H](CC(C)C)C(=O)N1[C@H]2CC([C@@H]([C@@H]1C(=O)N[C@@H](/C=C(\C(=O)OCC)/F)C[C@H]1C(NCC1)=O)CC2)(F)F ethyl (R,E)-4-((1R,3R,4R)-2-((3-chlorophenyl)-L-leucyl)-5,5-difluoro-2-azabicyclo[2.2.2]octane-3-carboxamido)-2-fluoro-5-((S)-2-oxopyrrolidin-3-yl)pent-2-enoate